4-(4-fluorophenyl)-3-oxo-3,4-dihydropyrazine-2-carbonitrile FC1=CC=C(C=C1)N1C(C(=NC=C1)C#N)=O